1,12-diphenyldodecane C1(=CC=CC=C1)CCCCCCCCCCCCC1=CC=CC=C1